[Si](C1=CC=CC=C1)(C1=CC=CC=C1)(C(C)(C)C)OCC1OCCCC1O [[Tert-butyl(diphenyl)silyl]oxymethyl]tetrahydropyran-3-ol